C(C1=CC=CC=C1)ON1C(N2[C@@H](C3=C([C@@H]1C2)C=NN3C)/C(=N/O[Si](C)(C)C(C)(C)C)/NC)=O (4R,8S,Z)-5-(benzyloxy)-N'-((tert-butyldimethylsilyl)oxy)-N,1-dimethyl-6-oxo-4,5,6,8-tetrahydro-1H-4,7-methanopyrazolo[3,4-e][1,3]Diazepine-8-carboxamidine